2-[6-[(4aS,8aR)-6-ethyl-3,4a,5,7,8,8a-hexahydro-2H-pyrido[4,3-b][1,4]oxazin-4-yl]pyridazin-3-yl]-3,5-dimethyl-phenol C(C)N1C[C@H]2[C@H](OCCN2C2=CC=C(N=N2)C2=C(C=C(C=C2C)C)O)CC1